tert-butyl (R)-3-(((R)-3-((1-(3-(4-methoxyphenyl)-1,2,4-oxadiazol-5-yl)piperidine-4-carboxamido)methyl)pyrrolidin-1-yl)methyl)piperidine-1-carboxylate COC1=CC=C(C=C1)C1=NOC(=N1)N1CCC(CC1)C(=O)NC[C@@H]1CN(CC1)C[C@@H]1CN(CCC1)C(=O)OC(C)(C)C